FC=1C=C(C=CC1F)[C@H](C)NC(C1=C(N=CC=C1)NCC=1SC(=CC1)C=1C=C2N=C(C=NC2=CC1)N(C)C)=O (S)-N-(1-(3,4-difluorophenyl)ethyl)-2-(((5-(3-(dimethylamino)quinoxalin-6-yl)thiophen-2-yl)methyl)amino)nicotinamide